3-(4-(4-((((R)-1-(2-chlorophenyl)ethoxy)carbonyl)amino)-3-methylisoxazol-5-yl)phenoxy)cyclohexane-1-carboxylic acid ClC1=C(C=CC=C1)[C@@H](C)OC(=O)NC=1C(=NOC1C1=CC=C(OC2CC(CCC2)C(=O)O)C=C1)C